BrC=1OC(=CC1)C(C)(C)C 2-bromo-5-(tert-butyl)furan